NC=1C=C(C(=NC1)C)NC(=O)C=1C=NN2C1SC(=C2)C2=C1C=NN(C1=CC=C2)C N-(5-amino-2-methylpyridin-3-yl)-2-(1-methyl-1H-indazol-4-yl)pyrazolo[5,1-b]thiazole-7-carboxamide